F[B-](F)(F)F.[Li+].NC=1C2=C(N=CN1)N(C(=C2C2=CC(=C(C=C2)N=S2(CCCCC2)=O)F)C2=CC(=C(C=C2)NC(C(=C)C)=O)F)C N-(4-(4-amino-5-(3-fluoro-4-((1-oxotetrahydro-2H-1λ6-thiopyran-1-ylidene)amino)phenyl)-7-methyl-7H-pyrrolo[2,3-d]pyrimidin-6-yl)-2-fluorophenyl)methacrylamide Lithium tetrafluoro-borat